6-((4-((1R,4S)-2-azabicyclo[2.2.1]hept-2-yl)phenyl)amino)-3-methylbenzo[d]oxazol-2(3H)-one [C@@H]12N(C[C@@H](CC1)C2)C2=CC=C(C=C2)NC2=CC1=C(N(C(O1)=O)C)C=C2